ClC=1C=NC=C(C1[C@@H](C)OC=1C=C2C(=NNC2=CC1)C(=O)NC=1C=NN(C1)CC1CN(CCC1)C)Cl 5-((R)-1-(3,5-dichloropyridin-4-yl)ethoxy)-N-(1-((1-methylpiperidin-3-yl)methyl)-1H-pyrazol-4-yl)-1H-indazole-3-carboxamide